(S)-3-(5-(4-((1-(4-((3R,4R)-3-(cyclopentylmethyl)-7-hydroxyisochroman-4-yl)phenyl)piperidin-4-yl)methyl)piperazin-1-yl)-1-oxoisoindolin-2-yl)piperidine-2,6-dione C1(CCCC1)C[C@H]1OCC2=CC(=CC=C2[C@H]1C1=CC=C(C=C1)N1CCC(CC1)CN1CCN(CC1)C=1C=C2CN(C(C2=CC1)=O)[C@@H]1C(NC(CC1)=O)=O)O